2-((2-(2'-cyano-2-methyl-3'-(4,5,6,7-tetrahydrooxazolo[4,5-c]pyridin-2-yl)-[1,1'-biphenyl]-3-yl)-6-(difluoromethoxy)benzo[d]oxazol-5-yl)methyl)pyrrolidine-1-carboxylic acid C(#N)C1=C(C=CC=C1C=1OC2=C(CNCC2)N1)C1=C(C(=CC=C1)C=1OC2=C(N1)C=C(C(=C2)OC(F)F)CC2N(CCC2)C(=O)O)C